3-chloro-5-((pyridin-3-ylimino)methyl)phenyl isobutyrate C(C(C)C)(=O)OC1=CC(=CC(=C1)C=NC=1C=NC=CC1)Cl